The molecule is an N-acyl-L-alpha-amino acid anion that is the conjugate base of N-[(12S)-hydroperoxy-(5Z,8Z,10E,14Z)-icosatetraenoyl]alanine, obtained by deprotonation of the carboxy group; major species at pH 7.3. It is a conjugate base of a N-[(12S)-hydroperoxy-(5Z,8Z,10E,14Z)-icosatetraenoyl]alanine. CCCCC/C=C\\C[C@@H](/C=C/C=C\\C/C=C\\CCCC(=O)N[C@@H](C)C(=O)[O-])OO